CC(C)(COP(=O)(O)O)C(C(=O)NCCC(=O)O)O 4'-phosphopantothenate